NC1=CC(=C(C=C1)N1CCC2(CC(C2)N(C)C)CC1)[N+](=O)[O-] 7-(4-amino-2-nitrophenyl)-N,N-dimethyl-7-azaspiro[3.5]nonane-2-amine